[Na+].[Na+].NC=1C=C(C=C2C=C(C=C(C12)S(=O)(=O)[O-])S(=O)(=O)[O-])S(=O)(=O)O 8-amino-1,3,6-naphthalenetrisulfonic acid disodium salt